1-((3,3-difluoro-1-methylcyclobutyl)methyl)-4-(difluoromethyl)-3-(3-fluorobicyclo[1.1.1]pentan-1-yl)-N-(2-(S-methylsulfonimidoyl)pyridin-4-yl)-1H-pyrazole-5-carboxamide FC1(CC(C1)(C)CN1N=C(C(=C1C(=O)NC1=CC(=NC=C1)S(=O)(=N)C)C(F)F)C12CC(C1)(C2)F)F